O1CC(CC1)CON1CC(=CC2=CC=CC=C12)C(=O)N [(oxolan-3-yl)methoxy]-1,2-dihydroquinoline-3-carboxamide